2,3-dihydrobenzofuran-5-sulfinic acid methyl ester COS(=O)C=1C=CC2=C(CCO2)C1